O1C(C1)COC1=CC=C(C=C1)C1(C2=CC=CC=C2C=2C=CC=CC12)C1=CC=C(C=C1)OCC1OC1 9,9-bis(4-oxiranylmethoxyphenyl)fluorene